diisothiocyanatobenzophenone N(=C=S)C=1C(=C(C(=O)C2=CC=CC=C2)C=CC1)N=C=S